C1(=CC=CC2=CC=CC=C12)NC1=CC=2N(C3=CC=CC=C3C2C=C1)C1=CC=CC=C1 N-(naphthalen-1-yl)-9-phenyl-9H-carbazol-2-amine